C(#N)C(C)NC(=O)NC=1C=NN2C1N=C(C=C2NC)NC2=CC(=CC=1OCCOC12)F 1-(1-cyanoethyl)-3-(5-((7-fluoro-2,3-dihydrobenzo[b][1,4]dioxin-5-yl)amino)-7-(methylamino)pyrazolo[1,5-a]pyrimidin-3-yl)urea